2-[(2's,4r)-6-bromo-2',5-difluoro-1-oxospiro[3H-isoquinoline-4,1'-cyclopropane]-2-yl]-N-(5-methylpyrimidin-2-yl)acetamide BrC=1C(=C2C(=CC1)C(N(C[C@]21[C@H](C1)F)CC(=O)NC1=NC=C(C=N1)C)=O)F